4-amino-6'-bromo-2',3'-dihydrospiro[cyclohexane-1,7'-indeno[5,6-b]furan]-4-carboxylic acid NC1(CCC2(C(=CC3=CC4=C(OCC4)C=C23)Br)CC1)C(=O)O